3,4'-didodecyl-5-(methylthio)-2,2'-bithiophene C(CCCCCCCCCCC)C1=C(SC(=C1)SC)C=1SC=C(C1)CCCCCCCCCCCC